6-fluoro-2-methylpyrido[3,4-d]pyrimidin FC1=CC2=C(N=C(N=C2)C)C=N1